1-(3-(dimethylamino)propyl)-1H-pyrazol CN(CCCN1N=CC=C1)C